FC1=C(OC2=C3C(=NC=C2)NC=C3C3=CC(=C(C#N)C=C3)OC)C(=CC(=C1)NC=1OCC(C(N1)C)CO)F (+/-)-4-[4-(2,6-difluoro-4-{[5-(hydroxymethyl)-4-methyl-5,6-dihydro-4H-1,3-oxazin-2-yl]amino}phenoxy)-1H-pyrrolo[2,3-b]pyridin-3-yl]-2-methoxybenzonitrile